6-(3-chlorobenzoyl)-2-{[1-(4-fluorophenyl)-4-methyl-1H-1,2,3-triazol-5-yl]methoxy}-5,6,7,8-tetrahydro-1,6-naphthyridine ClC=1C=C(C(=O)N2CC=3C=CC(=NC3CC2)OCC2=C(N=NN2C2=CC=C(C=C2)F)C)C=CC1